FC=1C(=NN(C1N(C)CC1=CC=C(C=C1)F)C(=O)C=1N=CSC1)C1C(N(C1)C(CN1CCOCC1)=O)C(F)(F)F 1-[3-(4-fluoro-5-{[(4-fluorophenyl)methyl](methyl)amino}-1-(1,3-thiazole-4-carbonyl)-1H-pyrazol-3-yl)-2-(trifluoromethyl)azetidin-1-yl]-2-(morpholin-4-yl)ethan-1-one